ethyl 2-((4-(4-((4-chloro-2-fluorobenzyl) oxy) pyrimidin-2-yl) cyclohex-3-en-1-yl) methyl)-3-(((S)-oxetan-2-yl) methyl)-3H-imidazo[4,5-b]pyridine-5-carboxylate ClC1=CC(=C(COC2=NC(=NC=C2)C2=CCC(CC2)CC2=NC=3C(=NC(=CC3)C(=O)OCC)N2C[C@H]2OCC2)C=C1)F